ClC1=C(C=C2C(N(C(N(C2=C1)CC1CC1)=O)NC(C=C)=O)=O)S(NC1(CC1)C)(=O)=O N-(7-chloro-1-(cyclopropylmethyl)-6-(N-(1-methylcyclopropyl)sulfamoyl)-2,4-dioxo-1,4-dihydroquinazolin-3(2H)-yl)acrylamide